The molecule is a thiinoindole that is 3,5-dihydro-2H-thiino[4,3,2-cd]indole which is substituted at positions 2 and 3 by carboxy and methyl groups, respectively (the 2R,3S diastereoisomer). It has a role as an EC 6.1.1.2 (tryptophan--tRNA ligase) inhibitor, an antibacterial agent, an antimicrobial agent and a bacterial metabolite. It is a monocarboxylic acid, a thiinoindole and an indole alkaloid. C[C@@H]1[C@@H](SC2=CC=CC3=C2C1=CN3)C(=O)O